4-((((methylsulfonyl)oxy)methyl)piperidin-1-yl)benzoate CS(=O)(=O)OCC1N(CCCC1)C1=CC=C(C(=O)[O-])C=C1